C1(=CC=CC=C1)P(C1=C(C=CC=C1)C1=C(C=CC=C1)P(C1=CC=CC=C1)C1=CC=CC=C1)C1=CC=CC=C1 2,2'-bis(diphenylphosphaneyl)-1,1'-biphenyl